1,1-dioxothian-4-ol O=S1(CCC(CC1)O)=O